CN1CC=C(C=C1)C1=CC=NC=C1 1-methyl-4,4'-bipyridine